CC1NCC2=CC=C3C(=C2C1)C=NN3C3OCCCC3 8-methyl-3-(tetrahydro-2H-pyran-2-yl)-6,7,8,9-tetrahydro-3H-pyrazolo[4,3-f]Isoquinoline